ClC1=NC=C(C(=N1)C1=CC=C2C(C(=C(N(C2=C1)C(C)C)CN1[C@H](COC[C@@H]1C)C)C)=O)F 7-(2-chloro-5-fluoropyrimidin-4-yl)-2-(((3S,5S)-3,5-dimethylmorpholino)methyl)-1-isopropyl-3-methylquinolin-4(1H)-one